4,4'-decylidenebisphenol C(CCCCCCCCC)(C1=CC=C(C=C1)O)C1=CC=C(C=C1)O